N-(2-bromo-4-fluorobenzyl)-1-(3-methyl-[1,2,4]triazolo[4,3-a]pyrazin-8-yl)-N-(pyrimidin-4-ylmethyl)methylamine BrC1=C(CN(CC2=NC=NC=C2)CC=2C=3N(C=CN2)C(=NN3)C)C=CC(=C1)F